BrC1=CC(=NC2=CC=CC=C12)OC 4-bromo-2-methoxylquinoline